Calcium bromofluorid BrF.[Ca]